C(CCC)N1S(C2=C(C1)C=CC=C2)=O N-butyl-benzisothiazolinone